FC(=C(N(C(C(F)(F)F)(F)F)C(C(F)(F)F)(F)F)F)F perfluoro(3-ethyl-3-azapent-1-ene)